OC1=CC(N(N=C1)C)=O 5-hydroxy-2-methyl-pyridazin-3-one